O=C1C2=C(C=NN1CC(=O)N[C@@H](C)C1=CC=C(C=C1)OC)SC=C2 (S)-2-(4-oxothieno[2,3-d]pyridazin-5(4H)yl)-N-(1-(p-methoxyphenyl)ethyl)acetamide